C(C)C=1N(C(C(=CN1)CC)=O)CC1=NOC(=C1)C1=C(C#N)C=C(C(=C1)O)F 2-(3-((2,5-Diethyl-6-oxopyrimidin-1(6H)-yl)methyl)isoxazol-5-yl)-5-fluoro-4-hydroxybenzonitrile